(1R,5S)-N-Methyl-N-[8-(1H-pyrazol-4-yl)-6H-isochromeno[3,4-b]pyridin-3-yl]-8-azabicyclo[3.2.1]octan-3-amine CN(C1C[C@H]2CC[C@@H](C1)N2)C2=CC=C1C(=N2)OCC=2C=C(C=CC21)C=2C=NNC2